O1CCC(CC1)CC=1C=C(C=2N=CN=C(C2N1)N[C@@H]1CNCCC1)C(=O)N 6-[(oxan-4-yl)methyl]-4-{[(3S)-piperidin-3-yl]amino}pyrido[3,2-d]pyrimidine-8-carboxamide